2-({[4-(adamantan-1-yl)phenyl]carbonyl}amino)-5-chlorobenzoic acid C12(CC3CC(CC(C1)C3)C2)C2=CC=C(C=C2)C(=O)NC2=C(C(=O)O)C=C(C=C2)Cl